2-((5-(2-(6-amino-2-methylhexan-3-yl)-2,6-diazaspiro[3.4]octan-6-yl)-1,2,4-triazin-6-yl)oxy)-5-fluoro-N,N-diisopropylbenzamide NCCCC(C(C)C)N1CC2(C1)CN(CC2)C=2N=CN=NC2OC2=C(C(=O)N(C(C)C)C(C)C)C=C(C=C2)F